2,6-Dimethyl-5-(piperazin-1-yl)-2,3-dihydro-1,4-benzodioxine CC1COC2=C(O1)C=CC(=C2N2CCNCC2)C